FC(CN1CCC(CC1)CNC1=NC(=NC=C1)NC1=CC(=C(C=C1)OC)OCCCN1CCCC1)F 4-N-[[1-(2,2-difluoroethyl)piperidin-4-yl]methyl]-2-N-[4-methoxy-3-[3-(pyrrolidin-1-yl)propoxy]phenyl]pyrimidine-2,4-diamine